(1-chlorocyclopropyl)-3-(1,2,4-triazole-1-yl)-1-(2-chlorophenyl)-2-propanol ClC1(CC1)C(C(CN1N=CN=C1)O)C1=C(C=CC=C1)Cl